tert-butyl 3-(3-cyclopropyl-4-formyl-5-methylphenyl)azetidine-1-carboxylate C1(CC1)C=1C=C(C=C(C1C=O)C)C1CN(C1)C(=O)OC(C)(C)C